4-(trifluoromethyl)2-[[2-(trimethylsilyl)ethoxy]methyl]-2,3-dihydropyridazin-3-one FC(C=1C(N(N=CC1)COCC[Si](C)(C)C)=O)(F)F